tert-butyl 4-((4-(6-amino-2-fluoro-5-(1-oxo-1,2,3,4-tetrahydroisoquinolin-6-yl)pyridin-3-yl)phenyl)sulfonyl)piperidine-1-carboxylate NC1=C(C=C(C(=N1)F)C1=CC=C(C=C1)S(=O)(=O)C1CCN(CC1)C(=O)OC(C)(C)C)C=1C=C2CCNC(C2=CC1)=O